CN1CCN(CC1)C=1C=CC2=C(NC(=N2)C#C[Si](C(C)C)(C(C)C)C(C)C)C1 6-(4-methylpiperazin-1-yl)-2-((triisopropylsilyl)ethynyl)-1H-benzo[d]imidazole